(2R,4S)-N-[1-(1-benzylimidazol-2-yl)propyl]-1-[(2R)-2-(4-cyclopropyltriazol-1-yl)-3,3-dimethyl-butanoyl]-4-hydroxy-pyrrolidine-2-carboxamide C(C1=CC=CC=C1)N1C(=NC=C1)C(CC)NC(=O)[C@@H]1N(C[C@H](C1)O)C([C@@H](C(C)(C)C)N1N=NC(=C1)C1CC1)=O